FC1(C2CN(CC12)C1=NC(=CC(=N1)C(=O)OC)C)F methyl 2-(6,6-difluoro-3-azabicyclo[3.1.0]hexane-3-yl)-6-methylpyrimidine-4-carboxylate